FC(CC)(F)C1=C(O[C@H](C(=O)O)C)C=C(C(=C1)F)F (S)-2-(2-(1,1-difluoropropyl)-4,5-difluorophenoxy)propanoic acid